C[C@@H]1N(C[C@H](NC1)C)C(CN1N=CC(=C1)C1=NC(=NC(=C1)C(F)(F)F)N1[C@H](CC1)C)=O 1-[(2S,5R)-2,5-dimethylpiperazin-1-yl]-2-[4-[2-[(2S)-2-methylazetidin-1-yl]-6-(trifluoromethyl)pyrimidin-4-yl]pyrazol-1-yl]ethanone